C1(CC1)C1=C(C(=NO1)C1=C(C=NC=C1Cl)Cl)/C=C/C1C2CN(CC12)C1=NOC(=N1)C=1C=C(C(=O)O)C=C(C1)OC (E)-3-(3-(6-(2-(5-cyclopropyl-3-(3,5-dichloropyridin-4-yl)isoxazol-4-yl)vinyl)-3-azabicyclo[3.1.0]hex-3-yl)-1,2,4-oxadiazol-5-yl)-5-methoxybenzoic acid